2,4-diethyl-thiazole C(C)C=1SC=C(N1)CC